FC(C1=C(N=NN1C)CNC1=CC2=C(N(C(=N2)N)C)C=C1)F N5-((5-(difluoromethyl)-1-methyl-1H-1,2,3-triazol-4-yl)methyl)-1-methyl-1H-benzo[d]imidazole-2,5-diamine